N-[(1R,5S)-3-[(1S)-1-[4-(trifluoromethyl)phenyl]ethyl]-3-azabicyclo[3.1.0]hexan-6-yl]prop-2-enamide FC(C1=CC=C(C=C1)[C@H](C)N1C[C@@H]2C([C@@H]2C1)NC(C=C)=O)(F)F